ClC1=C(C=C(C(=O)[O-])C=C1N)N 4-chloro-3,5-diaminobenzoat